(4-cyanophenyl)-1-cyclopropyl-1H-pyrazole-3-carboxylic acid C(#N)C1=CC=C(C=C1)C=1C(=NN(C1)C1CC1)C(=O)O